4-(4-(7-(cyclopentylamino)-5-((2-methoxyethoxy)methyl)-1H-indol-2-yl)phenyl)-2-methylbut-3-yn-2-ol C1(CCCC1)NC=1C=C(C=C2C=C(NC12)C1=CC=C(C=C1)C#CC(C)(O)C)COCCOC